C1(CC1)[C@H](C1=CC2=C(NC(=N2)[C@H](CC(C(F)(F)F)(C)C)NC(=O)C2=NON=C2CC)C=C1)NC(CCC(F)(F)F)=O |o1:3,11| N-((S*)-1-(5-((R*)-Cyclopropyl(4,4,4-trifluorobutanamido)methyl)-1H-benzo[d]imidazol-2-yl)-4,4,4-trifluoro-3,3-dimethylbutyl)-4-ethyl-1,2,5-oxadiazole-3-carboxamide